N-(β-aminoethyl)N-(β-aminoethyl)γ-aminopropyl-methyldimethoxysilane NCCN(CCC[Si](OC)(OC)C)CCN